5'-(4-fluorophenyl)-3'-neopentyl-4-(trifluoromethyl)-1H,3'H-2,4'-biimidazole FC1=CC=C(C=C1)C1=C(N(C=N1)CC(C)(C)C)C=1NC=C(N1)C(F)(F)F